BrC=1C(NC(=NN1)NCC1CC1)C=1OC=CC1 6-bromo-N-(cyclopropylmethyl)-5-(furan-2-yl)-4,5-dihydro-1,2,4-triazin-3-amine